[N+](=O)([O-])C1=CC=C(N(C)C)C=C1 p-nitro-N,N-dimethyl-aniline